N-(5-((6-((R)-3-(3-chlorophenyl)isoxazolidine-2-yl)pyrimidine-4-yl)amino)-4-methoxy-2-(4-methylpiperazine-1-yl)phenyl)acrylamide ClC=1C=C(C=CC1)[C@@H]1N(OCC1)C1=CC(=NC=N1)NC=1C(=CC(=C(C1)NC(C=C)=O)N1CCN(CC1)C)OC